ClC=1C(=NC=CC1)N1C[C@H](N(CC1)C(=O)NC1=CC=C(C=C1)C(F)(F)F)C (2R)-4-(3-chloro-2-pyridinyl)-2-methyl-N-[4-(trifluoromethyl)phenyl]-1-piperazinecarboxamide